C1(CC1)C1=NN(C2=NC=C(C=C21)OCC=2C(=C(N)C=CC2F)F)COCC[Si](C)(C)C 3-(((3-cyclopropyl-1-((2-(trimethylsilyl)ethoxy)methyl)-1H-pyrazolo[3,4-b]pyridin-5-yl)oxy)methyl)-2,4-difluoroaniline